2-chloro-5-(5,5-difluoro-4-hydroxy-3-(trifluoromethyl)-5,6-dihydropyrrolo[b]pyrrol-1(4H)-yl)benzonitrile ClC1=C(C#N)C=C(C=C1)N1C=C(C2=C1NC(C2O)(F)F)C(F)(F)F